BrC1=CC=C(C(=N1)F)NC(=O)[C@@H]1[C@H](CCCC1)C(=O)OC methyl (1S,2S)-2-((6-bromo-2-fluoropyridin-3-yl)carbamoyl)cyclohexane-1-carboxylate